1-acryloylpiperidine C(C=C)(=O)N1CCCCC1